The molecule is the threo-diastereomer of 1,4-dimercaptobutane-2,3-diol. It has a role as a reducing agent, a chelator and a human metabolite. It is a dithiol and a 1,4-dimercaptobutane-2,3-diol. C(C(C(CS)O)O)S